FC1(CC(C1)CN1CC(N(CC1)CC1=C2C=CNC2=C(C=C1OC)C)C1=CC=C(C(=O)O)C=C1)F 4-(4-((3,3-difluorocyclobutyl)methyl)-1-((5-methoxy-7-methyl-1H-indol-4-yl)methyl)piperazin-2-yl)benzoic acid